CC1(C=CC=C1)[Pt](C1=CC=CC=C1)(C1=CC=CC=C1)C1=CC=CC=C1 (methylcyclopentadienyl)triphenylplatinum